OC1=C(C(=O)C=2OC3=C(C=C(C=C3C(C2)=O)C)C)C=CC=C1 (2-hydroxybenzoyl)-6,8-dimethyl-4H-chromen-4-one